butynyl-oxyoxalyl chloride C(#CCC)OC(C(=O)Cl)=O